(R)-(+)-4-(3-aminopyrrolidin-1-yl)-7-(N,N-dimethylaminosulfonyl)-2,1,3-benzoxadiazole N[C@H]1CN(CC1)C1=CC=C(C2=NON=C21)S(=O)(=O)N(C)C